N-(4-(7-methoxy-1,9-dimethyl-9H-pyrido[3,4-b]indol-6-yl)phenyl)cyclohexanecarboxamide COC1=C(C=C2C3=C(N(C2=C1)C)C(=NC=C3)C)C3=CC=C(C=C3)NC(=O)C3CCCCC3